palladium(II) nitrate trihydrate O.O.O.[N+](=O)([O-])[O-].[Pd+2].[N+](=O)([O-])[O-]